F[B-](F)(F)F.[Rh+].C1=CC=CCCCC1 cyclooctadiene rhodium (I) tetrafluoroborate